BrC=1C=C2C=3N(C4(C(NC3C1)=O)CC4)N=C2 8'-bromospiro[cyclopropane-1,3'-pyrazolo[1,5,4-de]quinoxalin]-2'(1'H)-one